N-((R)-3-(1,3-dioxan-2-yl)-1-(5-fluoro-2-methoxypyridin-3-yl)propyl)-2-methylpropan-2-sulfinamide O1C(OCCC1)CC[C@H](C=1C(=NC=C(C1)F)OC)NS(=O)C(C)(C)C